NC=1C2=C(N=CN1)N(C(=C2C2=CC=C(C=C2)OC2=NC=CC(=N2)C)C2=CC=C(C=C2)NC(\C=C\CN(C)C)=O)C (E)-N-(4-(4-amino-7-methyl-5-(4-((4-methylpyrimidin-2-yl)oxy)phenyl)-7H-pyrrolo[2,3-d]pyrimidin-6-yl)phenyl)-4-(dimethylamino)but-2-enamide